N=1N=C(N2C1C=CC=C2)C(=O)[O-].[K+] Potassium [1,2,4]triazolo[4,3-a]pyridine-3-carboxylate